6-methyl-2-(1-(oxetan-3-yl)-1H-pyrazol-4-yl)-4-phenoxy-1,6-dihydro-7H-pyrrolo[2,3-c]pyridin-7-one CN1C(C2=C(C(=C1)OC1=CC=CC=C1)C=C(N2)C=2C=NN(C2)C2COC2)=O